(1-(2-Chloro-5-iodopyridin-4-yl)piperidin-3-yl)methanol ClC1=NC=C(C(=C1)N1CC(CCC1)CO)I